Cl.NC1CCC=C(C1)C1=C2C(=C(NC2=C(C=C1F)C(=O)N)C)Cl 4-(5-aminocyclohex-1-en-1-yl)-3-chloro-5-fluoro-2-methyl-1H-indole-7-carboxamide hydrochloride